Cl.C(C)(C)N1C[C@@H](CC[C@@H]1C)OC=1C=C2CN(C(C2=CC1)=O)C1C(NC(CC1)=O)=O 3-(5-(((3r,6s)-1-isopropyl-6-methylpiperidin-3-yl)oxy)-1-oxoisoindolin-2-yl)piperidine-2,6-dione hydrochloride